C(=O)(O)CN(C(CN1CCN(CCN(CCN(CC1)CC(=O)[O-])CC(=O)[O-])CC(=O)[O-])=O)C.[Gd+3].C(CCCC)C1=CC2=C(C3=CC=CC=C3C(=C2C=C1)OC(=O)CCCCC)OC(=O)CCCCC 2-pentyl-9,10-bis(n-pentylcarbonyloxy)anthracene Gadolinium 2,2',2''-(10-{2-[(carboxymethyl)(methyl)amino]-2-oxoethyl}-1,4,7,10-tetra-azacyclododecane-1,4,7-triyl)triacetate